2-(2-(4-fluoropiperidin-1-yl)-6-(trifluoromethyl)benzyl)-2,7-diazaspiro[3.5]nonane-7-carboxylate FC1CCN(CC1)C1=C(CN2CC3(C2)CCN(CC3)C(=O)[O-])C(=CC=C1)C(F)(F)F